O1CC(C1)CCCCCCCCCCCCCCCCCCCCCC(=O)N 22-(oxetan-3-yl)behenamide